IC=1C=C(CNC2C(NCCC2)C2=CC=CC=C2)C=C(C1)OC N-(3-iodo-5-methoxybenzyl)-2-phenylpiperidin-3-amine